N[C@@H](C1=C(C=C(C(=C1)Cl)Cl)O)C1CCN(CC1)C(=O)C=1C(=NNC1)C 2-[(R)-amino[1-(3-methyl-1H-pyrazole-4-carbonyl)piperidin-4-yl]methyl]-4,5-dichlorophenol